1-(heptadecan-9-yl) 17-(3-methylnonyl) 9-((2-oxaspiro[3.3]heptan-6-yl)amino)heptadecanedioate C1OCC12CC(C2)NC(CCCCCCCC(=O)OC(CCCCCCCC)CCCCCCCC)CCCCCCCC(=O)OCCC(CCCCCC)C